[Cl-].C(CCCCCCCCCCC)[N+](C)(C)C1=CC=CC=C1 lauryl-phenyl-dimethyl-ammonium chloride